N-(5-bromo-2-Hydroxyphenyl)cyclopropanecarboxamide BrC=1C=CC(=C(C1)NC(=O)C1CC1)O